5-bromo-8-methoxy-2-(4-methoxybenzyl)isoquinolin-1(2H)-one BrC1=C2C=CN(C(C2=C(C=C1)OC)=O)CC1=CC=C(C=C1)OC